3-chloro-6-(1-methyl-1H-pyrazol-4-yl)-4-(6-(piperazin-1-yl)pyridin-3-yl)pyrazolo[1,5-a]pyridine hydrochloride Cl.ClC=1C=NN2C1C(=CC(=C2)C=2C=NN(C2)C)C=2C=NC(=CC2)N2CCNCC2